C(C)OC1=C(C=CC=C1)N1/C(/SCC1=O)=N/C(OCCC1=CC=C(C=C1)C1=NN(C=N1)C1=CC=C(C=C1)OC(F)(F)F)=O 4-(1-(4-(Trifluoromethoxy)phenyl)-1H-1,2,4-triazol-3-yl)phenethyl (Z)-(3-(2-ethoxyphenyl)-4-oxothiazolidin-2-ylidene)carbamate